N-(3,4-bis(benzyloxy)phenethyl)-2-(3,4,5-trideuteromethoxyphenyl)acetamide C(C1=CC=CC=C1)OC=1C=C(CCNC(CC2=CC(=C(C(=C2)OC[2H])OC[2H])OC[2H])=O)C=CC1OCC1=CC=CC=C1